3-(4-fluoro-2-methyl-5-nitro-phenyl)pyridazine FC1=CC(=C(C=C1[N+](=O)[O-])C=1N=NC=CC1)C